FC1=C(CCNC(OC(C)(C)C)=O)C(=C(C(=C1F)S(=O)(=O)C)F)F tert-butyl (2,3,5,6-tetrafluoro-4-(methylsulfonyl)phenethyl)carbamate